ethoxy-4-methyl-5-methylsulfonyl-6-[1-methyl-5-(trifluoromethyl)benzimidazol-2-yl]pyridine-2-carboxamidine C(C)OC=1C(=NC(=C(C1C)S(=O)(=O)C)C1=NC2=C(N1C)C=CC(=C2)C(F)(F)F)C(=N)N